FC1=CC=C2C=C(N(C2=C1)C)C(C(C)C)O 1-(6-fluoro-1-methylindol-2-yl)-2-methylpropan-1-ol